NC1=CC=CC(=N1)S(=O)(=O)NC(=O)C=1C(=NC(=CC1)C1=CCCN(C1)C(C(CC)(C)C)=O)N1C(C[C@@H](C1)C)(C)C N-[(6-Amino-2-pyridyl)sulfonyl]-6-[1-(2,2-dimethylbutanoyl)-3,6-dihydro-2H-pyridin-5-yl]-2-[(4S)-2,2,4-trimethylpyrrolidin-1-yl]pyridin-3-carboxamid